quinuclidin-3-yl (2-(2-(4-fluorophenyl)thiazol-4-yl)propan-2-yl)carbamate FC1=CC=C(C=C1)C=1SC=C(N1)C(C)(C)NC(OC1CN2CCC1CC2)=O